2-fluoro-N-(2-sulfamylpyridin-4-yl)-6-(7,8-difluorochroman-4-yl)-3-(trifluoromethyl)benzamide FC1=C(C(=O)NC2=CC(=NC=C2)S(N)(=O)=O)C(=CC=C1C(F)(F)F)C1CCOC2=C(C(=CC=C12)F)F